4-methyl-3-{6-methyl-4-[4-(trifluoromethyl)phenoxy]pyridin-2-yl}-1H,4H,5H-pyrrolo[3,2-b]pyridin-5-one CN1C2=C(C=CC1=O)NC=C2C2=NC(=CC(=C2)OC2=CC=C(C=C2)C(F)(F)F)C